FC1=C(C=CC=C1F)[C@@H]1N(OCC1)C1=CC(=NC=N1)NC1=C(C=C(C=C1)N1CCC(CC1)N1CCN(CC1)CCS(=O)(=O)C)OC (R)-6-(3-(2,3-difluorophenyl)isoxazolidin-2-yl)-N-(2-methoxy-4-(4-(4-(2-(methylsulfonyl)ethyl)piperazin-1-yl)piperidin-1-yl)phenyl)pyrimidin-4-amine